1,1,1-trivinyltrimethyldisiloxane C(=C)[Si](O[Si](C)(C)C)(C=C)C=C